Benzyl 2,3-dioxo-3-phenylpropionate O=C(C(=O)OCC1=CC=CC=C1)C(C1=CC=CC=C1)=O